2-[[4-[6-[(4-Cyano-2-fluoro-phenyl)methoxy]-2-pyridyl]-2-fluoro-phenyl]methyl]-3-[oxetan-2-ylmethyl]benzimidazole-5-carboxylic acid C(#N)C1=CC(=C(C=C1)COC1=CC=CC(=N1)C1=CC(=C(C=C1)CC=1N(C2=C(N1)C=CC(=C2)C(=O)O)CC2OCC2)F)F